C(C)(C)C1=C(NC2=CC=C(C=C12)C(C)C1CCNCC1)C1=C2C(=NC=C1)NN=C2 4-(3-Isopropyl-5-(1-(piperidin-4-yl)ethyl)-1H-indol-2-yl)-1H-pyrazolo[3,4-b]pyridin